CC(C)N1CCC(CC1)N1CCN(CCC1)C1=CC=CC(=N1)C(=O)NCC1=NC=CC=C1 6-{4-[1-(Propan-2-yl)piperidin-4-yl]-1,4-diazepan-1-yl}-N-(pyridin-2-ylmethyl)pyridine-2-carboxamide